METHYL PENTYL ketone C(CCCC)C(=O)C